OC(CNC=1S\C(\C(N1)=O)=C/C=1N(C(=CN1)[N+](=O)[O-])C)CO (5Z)-2-[(2,3-dihydroxypropyl)amino]-5-[(1-methyl-5-nitro-1H-imidazol-2-yl)methylene]thiazol-4(5H)-one